tert-Butyl 3-amino-5-bromo-3',6'-dihydro-[2,4'-bipyridine]-1'(2'H)-carboxylate NC=1C(=NC=C(C1)Br)C=1CCN(CC1)C(=O)OC(C)(C)C